FC=1C=CC(=NC1)NC(CN1C=2N(C(C3=C1C(N(C3)[C@@H]3COCC3)=O)=O)N=C(C2)C2=NC=C(C=C2)C)=O N-(5-fluoropyridin-2-yl)-2-{2-(5-methylpyridin-2-yl)-5,8-dioxo-6-[(3S)-oxolan-3-yl]-5,6,7,8-tetrahydro-4H-pyrazolo[1,5-a]pyrrolo[3,4-d]pyrimidin-4-yl}acetamide